CC1=NOC(=C1C=1C=C2C(=NC1)C(=CN2C2=C(C=C(C(=O)O)C=C2OCC)OCC)CC2=NC=CC=C2)C 4-(6-(3,5-dimethylisoxazol-4-yl)-3-(pyridin-2-ylmethyl)-1H-pyrrolo[3,2-b]pyridin-1-yl)-3,5-diethoxybenzoic acid